C(#N)C1=C(C=CC(=C1)C(F)(F)F)N1CCC(CC1)(C=1C=CC(=NC1)C=1C(=NC=CC1)OCC)NC(=O)[C@H]1CN(CC1)C (3R)-N-{1-[2-cyano-4-(trifluoromethyl)phenyl]-4-{2'-ethoxy-[2,3'-bipyridine]-5-yl}piperidin-4-yl}-1-methylpyrrolidine-3-carboxamide